1-(9-hydroxynonyl)-3-(3-(trifluoromethyl)bicyclo[1.1.1]pentan-1-yl)quinoxalin-2(1H)-one OCCCCCCCCCN1C(C(=NC2=CC=CC=C12)C12CC(C1)(C2)C(F)(F)F)=O